NC1=NC=CC=C1C1=NC=2C(=NC=CC2)N1C1=CC=C(CNC(CC2=CC(=C(C=C2)C=O)O)=O)C=C1 N-(4-(2-(2-aminopyridin-3-yl)-3H-imidazo[4,5-b]pyridin-3-yl)benzyl)-2-(4-formyl-3-hydroxyphenyl)acetamide